(2-chloroethyl)trimethoxysilane ClCC[Si](OC)(OC)OC